N1CCC(CC1)C(=O)N1[C@@H]2C3=C([C@H](CC1)C2)C=CC(=C3)C3=CC=C(C=C3)C(F)(F)F Piperidin-4-yl((1S,5R)-8-(4-(trifluoromethyl)phenyl)-1,3,4,5-tetrahydro-2H-1,5-methanobenzo[c]azepin-2-yl)methanone